5-{[cis-2-aminocyclohexyl]amino}-N-[3-carbamoyl-1-(1-methylpiperidin-3-yl)-1H-pyrazol-4-yl]pyrazolo[1,5-a]pyrimidine-3-carboxamide trifluoroacetate FC(C(=O)O)(F)F.N[C@@H]1[C@@H](CCCC1)NC1=NC=2N(C=C1)N=CC2C(=O)NC=2C(=NN(C2)C2CN(CCC2)C)C(N)=O